C(CCC)C1=CC2=C(NN=N2)C=C1 5-butylbenzotriazol